NC1=C(C=CC=C1)CNC1=C(N=NC(=C1)Cl)Cl N-[(2-aminophenyl)methyl]-3,6-dichloro-pyridazin-4-amine